methyl-(2-Propenyl)phosphinic acid CP(O)(=O)CC=C